COC1=C(N)C=CC=C1C=1OC=NN1 2-methoxy-3-(1,3,4-oxadiazole-2-yl)aniline